ClC(C(=O)NN1CCC(CC1)C1=CC(=C(C(=O)N)C=C1)C1=NC=C(C=C1)OC1=CC=CC=C1)=C 4-(1-(2-chloroacrylamido)piperidin-4-yl)-2-(5-phenoxypyridin-2-yl)benzamide